2,8-di(9H-carbazol-9-yl)dibenzo[b,d]furan C1=CC=CC=2C3=CC=CC=C3N(C12)C1=CC2=C(OC3=C2C=C(C=C3)N3C2=CC=CC=C2C=2C=CC=CC32)C=C1